Dithiooxamide NC(=S)C(=S)N